C1(CC1)C=1SC(=CN1)C1=CC=C(C=N1)S(=O)(=O)NC=1C=CC=C2C=NN(C12)C 6-(2-cyclopropyl-1,3-thiazol-5-yl)-N-(1-methylindazol-7-yl)pyridine-3-sulfonamide